N-(4-(7-hydroxy-6-methoxyquinazolin-4-yl)phenyl)-2-(4-(trifluoromethyl)phenyl)acetamide OC1=C(C=C2C(=NC=NC2=C1)C1=CC=C(C=C1)NC(CC1=CC=C(C=C1)C(F)(F)F)=O)OC